4-chloro-6-(1-(1,1-difluoroethyl)cyclopropyl)-2-methylpyrido[3,4-d]pyridazine-1,7(2H,6H)-dione ClC1=NN(C(C=2C1=CN(C(C2)=O)C2(CC2)C(C)(F)F)=O)C